(S)-3-(4-fluorophenyl-3-(trimethylsiloxy)propyl)-4-(4-(trimethylsiloxy)phenyl)azetidin-2-one FC1=CC=C(C=C1)C(CC[C@@H]1C(NC1C1=CC=C(C=C1)O[Si](C)(C)C)=O)O[Si](C)(C)C